CN1CCC(CC1)(C(=O)OCCOCCOCCOCCOCC(COCCCCCCOC(C(CCCCCCCC)CCCCCC)=O)OCCCCCCOC(C(CCCCCCCC)CCCCCC)=O)C 2-[2-[2-[2-[2,3-bis[6-(2-hexyldecanoyloxy) hexoxy] propoxy] ethoxy]ethoxy] ethoxy]ethyl 1,4-dimethylpiperidine-4-carboxylate